4-((Benzyloxy)methyl)-6-methoxy-1,2,4-triazine-3,5(2H,4H)-dione C(C1=CC=CC=C1)OCN1C(NN=C(C1=O)OC)=O